N-(5-(1,5-dimethyl-1H-pyrazol-3-yl)-4-((4-methoxy-6-(methylsulfonyl)pyridin-2-yl)amino)pyridin-2-yl)acetamide CN1N=C(C=C1C)C=1C(=CC(=NC1)NC(C)=O)NC1=NC(=CC(=C1)OC)S(=O)(=O)C